S1C(=NC2=C1C=CC=C2)NC(=O)C=2C=CC=C1CCN(CC21)C2=CC=C(C(=N2)C(=O)O)C=2C=NN(C2C)CC2=C(C=CC=C2)OCC(CO)(C)CO 6-[8-(1,3-benzothiazol-2-ylcarbamoyl)-3,4-dihydroisoquinolin-2(1H)-yl]-3-(1-{2-[3-hydroxy-2-(hydroxymethyl)-2-methylpropoxy]benzyl}-5-methyl-1H-pyrazol-4-yl)pyridine-2-carboxylic acid